2-(3-fluoro-4-methoxyphenyl)-7-[4-(methylamino)piperidin-1-yl]-4H-pyrido[1,2-a]pyrimidin FC=1C=C(C=CC1OC)C=1N=C2N(CC1)C=C(C=C2)N2CCC(CC2)NC